ClC1=NC=2N(C(=C1)N1CCN(CC1)S(=O)(=O)C)N=CC2 5-chloro-7-(4-(methylsulfonyl)piperazin-1-yl)pyrazolo[1,5-a]pyrimidine